FC1=C(C=C(C=C1)OC)C1=C(C=C(C=C1)C)[C@@H](C(C)(C)C)OC (R)-2'-fluoro-5'-methoxy-2-(1-methoxy-2,2-dimethylpropyl)-4-methyl-1,1'-biphenyl